CC1=NC=2N(C(=C1)C)N=CC2C(=O)NC=2C=NC(=CC2)C=2SC=CC2 5,7-DIMETHYL-N-(6-(THIOPHEN-2-YL)PYRIDIN-3-YL)PYRAZOLO[1,5-a]PYRIMIDINE-3-CARBOXAMIDE